N-((4-methylmorpholin-2-yl)methyl)-1H-pyrazolo[4,3-c]pyridine-3-carboxamide CN1CC(OCC1)CNC(=O)C1=NNC2=C1C=NC=C2